(R)-Methyl 2-fluoro-5-((4-(methyl-d3)morpholin-2-yl)methoxy)-3-(5-methylthiazol-2-yl)benzoate FC1=C(C(=O)OC)C=C(C=C1C=1SC(=CN1)C)OC[C@H]1CN(CCO1)C([2H])([2H])[2H]